N(N)C(=O)C=1C=CC2=C(N(C([C@H](CS2)NC(OC(C)(C)C)=O)=O)CC2=CC=C(C=C2)OC2=CC=CC=C2)C1 tert-butyl N-[(3R)-7-(hydrazinecarbonyl)-4-oxo-5-[(4-phenoxyphenyl)methyl]-2,3-dihydro-1,5-benzothiazepin-3-yl]carbamate